(S)-N-((S)-1-cyano-2-((S)-2-oxopiperidin-3-yl)ethyl)-2-((2,5-difluorophenyl)-D-alanyl)-2-azabicyclo[2.2.2]octane-3-carboxamide C(#N)[C@H](C[C@H]1C(NCCC1)=O)NC(=O)[C@H]1N(C2CCC1CC2)C([C@H](NC2=C(C=CC(=C2)F)F)C)=O